BrC1=CC=C(C=C1)[PH+](C1=CC=CC=C1)C1=CC=CC=C1 (4-bromophenyl)diphenylphosphonium